CC(C(=O)OC1=CC(=CC2=CC=C(C(=C12)CC)F)OCOC)(C)C 8-Ethyl-7-fluoro-3-(methoxymethoxy)naphthalen-1-yl 2,2-dimethylpropanoate